N-hydroxy-3-[4-[[[2-(2-methyl-1H-indol-3-yl)-ethyl]-amino]methyl]phenyl]-2E-2-propenamide ONC(\C=C\C1=CC=C(C=C1)CNCCC1=C(NC2=CC=CC=C12)C)=O